tert-butyl 3-(((((1R,2S,5R)-2-carbamoyl-7-oxo-1,6-diazabicyclo[3.2.1]octan-6-yl)oxy)sulfonyl)oxy)-2,2-dimethylpropanoate C(N)(=O)[C@H]1N2C(N([C@H](CC1)C2)OS(=O)(=O)OCC(C(=O)OC(C)(C)C)(C)C)=O